1-methyl-N-(5-((4-(trifluoromethyl)benzyl)oxy)-1H-indol-3-yl)-1H-imidazole-2-carboxamide CN1C(=NC=C1)C(=O)NC1=CNC2=CC=C(C=C12)OCC1=CC=C(C=C1)C(F)(F)F